Tert-butyl-(1-(2-chloro-4-(4-(5-(trifluoromethyl) pyrimidin-2-yl) piperazine-1-carbonyl)-1H-pyrrol-1-yl) propan-2-yl) carbamate C(N)(OC(CN1C(=CC(=C1)C(=O)N1CCN(CC1)C1=NC=C(C=N1)C(F)(F)F)Cl)CC(C)(C)C)=O